6-(3-fluorophenyl)-8-nitro-3-(1H-tetrazol-5-yl)-2H-chromen-2-one FC=1C=C(C=CC1)C=1C=C2C=C(C(OC2=C(C1)[N+](=O)[O-])=O)C1=NN=NN1